8-Cyclopentyl-N-(3-(1-(2,2-difluoroethyl)-1H-pyrazol-4-yl)-5-fluorobenzyl)-7H-purine-6-carboxamide C1(CCCC1)C1=NC2=NC=NC(=C2N1)C(=O)NCC1=CC(=CC(=C1)F)C=1C=NN(C1)CC(F)F